2-(5-chloro-1H-indol-2-yl)-5-(piperidin-4-yl)-1,3,4-oxadiazole ClC=1C=C2C=C(NC2=CC1)C=1OC(=NN1)C1CCNCC1